N,O-diMethylhydroxylamine hydrochloride Cl.CNOC